6-bromo-2-[(1-methyl-1H-1,2,3-triazol-4-yl)methyl]-2,3-dihydro-1H-isoindol-1-one BrC1=CC=C2CN(C(C2=C1)=O)CC=1N=NN(C1)C